(2R,4R)-N-((S)-1-(((3-chloro-1H-pyrrolo[2,3-b]pyridin-5-yl)methyl)amino)-1-oxopropan-2-yl)-4-phenylpyrrolidine-2-carboxamide dihydrochloride Cl.Cl.ClC1=CNC2=NC=C(C=C21)CNC([C@H](C)NC(=O)[C@@H]2NC[C@H](C2)C2=CC=CC=C2)=O